N-(4-(4-amino-5-(4-((3-fluorocyclopentyl)oxy)phenyl)pyrazolo[5,1-f][1,2,4]triazin-6-yl)phenyl)acrylamide NC1=NC=NN2C1=C(C(=N2)C2=CC=C(C=C2)NC(C=C)=O)C2=CC=C(C=C2)OC2CC(CC2)F